(R)-2-azido-3-(3-(2,2-difluorobenzo[d][1,3]dioxol-4-yl)phenyl)propanoic acid N(=[N+]=[N-])[C@@H](C(=O)O)CC1=CC(=CC=C1)C1=CC=CC=2OC(OC21)(F)F